C(N)(=O)C=1C=C(C=CC1F)NC(C1=C(C(=C(C=C1OC1=C(C=C(C=C1)OC(F)(F)F)OC)F)F)F)=O N-(3-carbamoyl-4-fluoro-phenyl)-2,3,4-trifluoro-6-[2-methoxy-4-(trifluoromethoxy)phenoxy]benzamide